N-(2-fluorobenzyl)-2-methoxynicotinamide FC1=C(CNC(C2=C(N=CC=C2)OC)=O)C=CC=C1